ClC1=CC=C(C=C1)[C@H](C)N1[C@@]2(CCN(C2)C2=NC=CC=C2)C(N(CC1=O)C(C)C)=O (R)-6-((S)-1-(4-chlorophenyl)ethyl)-9-isopropyl-2-(pyridin-2-yl)-2,6,9-triazaspiro[4.5]-decane-7,10-dione